3-(bromomethyl)-N-methylbenzamide BrCC=1C=C(C(=O)NC)C=CC1